3-[4-([4-[5-chloro-4-([1-ethyl-3-[(methylcarbamoyl)methoxy]-2-oxoquinolin-6-yl]amino)pyrimidin-2-yl]piperazin-1-yl]methyl)piperidin-1-yl]-N-(2,6-dioxopiperidin-3-yl)-2-fluorobenzamide ClC=1C(=NC(=NC1)N1CCN(CC1)CC1CCN(CC1)C=1C(=C(C(=O)NC2C(NC(CC2)=O)=O)C=CC1)F)NC=1C=C2C=C(C(N(C2=CC1)CC)=O)OCC(NC)=O